5-amino-4-(3-(benzyloxy)-2,6-dimethylphenyl)-8-(2-methoxyethyl)-2-methyl-7,8-Dihydro-1,3,4,7,8,9-hexaazabenzo[cd]cyclopenta[f]azulene-6(4H)-one NC=1N(C=2C3=C(C4=C(NC(C13)=O)N(N=C4)CCOC)N=C(N2)C)C2=C(C(=CC=C2C)OCC2=CC=CC=C2)C